4-chloro-N-(1-(4-aminophenyl)cyclobutyl)nicotinamide ClC1=CC=NC=C1C(=O)NC1(CCC1)C1=CC=C(C=C1)N